ClCOC(=O)C=1C=CC2=C(N(C=N2)CC2(CC2)CF)C1 (chloromethyl)-1-((1-(fluoromethyl) cyclopropyl) methyl)-1H-benzo[d]imidazole-6-carboxylate